C(C=C)N1N(C2=NC(=NC=C2C1=O)NC=1C=C2C=NN(C2=CC1)C)C1=NC(=CC=C1)OC1CCNCC1 2-allyl-6-(1-methyl-1H-indazol-5-ylamino)-1-[6-(4-piperidyloxy)-2-pyridyl]-1,2-dihydro-3H-1,2,5,7-tetraazainden-3-one